C12(CC3CC(CC(C1)C3)C2)NCC=2N=C(SC2)CSC2=C3CN(C(C3=CC=C2F)=O)C2C(NC(CC2)=O)=O 3-(4-(((4-(((adamantan-1-yl)amino)methyl)thiazol-2-yl)methyl)thio)-5-fluoro-1-oxoisoindolin-2-yl)piperidine-2,6-dione